N-(2-([1,4'-Bipiperidin]-1'-yl)-5-bromopyridin-3-yl)-2-fluorobenzenesulfonamide N1(CCCCC1)C1CCN(CC1)C1=NC=C(C=C1NS(=O)(=O)C1=C(C=CC=C1)F)Br